FC=1C=C(OC2CN(C2)C2=CC=C(C=N2)C=2C=3N(C=C(C2)OCC(C)(C)O)N=CC3C#N)C=CC1 4-(6-(3-(3-fluorophenoxy)azetidin-1-yl)pyridin-3-yl)-6-(2-hydroxy-2-methylpropoxy)pyrazolo[1,5-a]pyridine-3-carbonitrile